(E)-1-(2-(Phenylthio)vinyl)piperidine C1(=CC=CC=C1)S/C=C/N1CCCCC1